6-amino-2-(4-methylpiperazin-1-yl)-5-nitrosopyrimidin-4(3H)-one NC1=C(C(NC(=N1)N1CCN(CC1)C)=O)N=O